OCC1=C(N(C=2C(C=C(C(C12)=O)N1C(C1)C)=O)C)C1=CC=CC=C1 3-(hydroxymethyl)-1-methyl-5-(2-methylaziridin-1-yl)-2-phenyl-1H-indole-4,7-dione